C\C(=C/C=C)\CC\C=C(\CCC=C(C)C)/C (3e,7e)-4,8,12-trimethyltridecane-1,3,7,11-tetraene